2-(t-butoxy)ethanol C(C)(C)(C)OCCO